ClCC1=NC=C(C=C1F)F (chloromethyl)-3,5-difluoropyridine